ClC=1C=C2C(CC(C2=CC1Cl)=O)=O 5,6-dichloro-1H-indene-1,3(2H)-dione